CN(C=1C=C(C=CC1)C1CC=2C=NN(C(C2CC1)=O)C1=NC=CC=C1)C 6-(3-(dimethylamino)phenyl)-2-(pyridin-2-yl)-5,6,7,8-tetrahydrophthalazin-1(2H)-one